4-(3,5-Dichlorophenyl)-2-(1-naphthylmethyl)imidazole ClC=1C=C(C=C(C1)Cl)C=1N=C(NC1)CC1=CC=CC2=CC=CC=C12